4-oxo-N-[(6-{[(3-phenylpropyl)amino]methyl}imidazo[1,2-a]pyridin-2-yl)methyl]-4H-pyrido[1,2-a]pyrimidine-2-carboxamide O=C1C=C(N=C2N1C=CC=C2)C(=O)NCC=2N=C1N(C=C(C=C1)CNCCCC1=CC=CC=C1)C2